N-[3-(trimethoxysilyl)propyl]phthalic diamide CO[Si](CCCNC(C=1C(C(=O)N)=CC=CC1)=O)(OC)OC